CC1=C(NC2=CC=C(C=C12)CN)C=1C=NC=CC1 (3-methyl-2-(pyridin-3-yl)-1H-indol-5-yl)methylamine